carbamoyl-tryptophan C(N)(=O)N[C@@H](CC1=CNC2=CC=CC=C12)C(=O)O